thioureidoimidazoline C1CN(C=N1)NC(=S)N